S(C)(=O)(=O)O.CC(CN1C(=NC=2C1=NC(=CC2)C=2NN=NC2C2=CC=C(C=C2)F)N)(C)C 3-(2,2-dimethylpropyl)-5-[5-(4-fluoro-phenyl)-3H-[1,2,3]triazol-4-yl]-3H-imidazo[4,5-b]pyridin-2-ylamine mesylate